pyridine-2-carboximidamide hydrochloride Cl.N1=C(C=CC=C1)C(N)=N